ClC=1C(=CC=C2C=C(C=C(C12)C1=C(C=C2C(=NC(=NC2=C1F)OC[C@]12CCCN2C[C@@H](C1)F)OCC(F)(F)F)F)O[Si](C(C)C)(C(C)C)C(C)C)F 7-(8-chloro-7-fluoro-3-((triisopropylsilyl)oxy)naphthalen-1-yl)-6,8-difluoro-2-(((2R,7aS)-2-fluorohexahydro-1H-pyrrolizin-7a-yl)methoxy)-4-(2,2,2-trifluoroethoxy)quinazoline